FC1=C(C=CC(=C1C)OC1=CC2=C(N(C=N2)C)C=C1)NC=1C2=C(N=CN1)C=CC(=N2)C2C[C@H]1CC[C@@H](C2)N1C(C=C)=O ((1R,5S)-3-(4-((2-fluoro-3-methyl-4-((1-methyl-1H-benzo[d]imidazol-5-yl)oxy)phenyl)amino)pyrido[3,2-d]pyrimidin-6-yl)-8-azabicyclo[3.2.1]octan-8-yl)prop-2-en-1-one